ClC1=C(C=C(C=C1)O)C1=C(C(=NC2=CC(=CC=C12)C1=CC=NN1C)N1CC2(CN(C2)C(C=C)=O)CC1)C 1-(6-(4-(2-chloro-5-hydroxyphenyl)-3-methyl-7-(1-methyl-1H-pyrazol-5-yl)-2-quinolinyl)-2,6-diazaspiro[3.4]octan-2-yl)-2-propen-1-one